trans-3-[(3,5-difluorobenzyl)oxy]cyclobutane-1-carboxylic acid FC=1C=C(CO[C@@H]2C[C@H](C2)C(=O)O)C=C(C1)F